N-ethylpyrimidin-2-carbonylamine C(C)NC(=O)C1=NC=CC=N1